P(=O)(OCCCN(CCCCCCCC)CCCCCCCC)(OCCCCCCCCC)[O-] (dioctylamino)propyl nonyl phosphate